C(CCCCCCCCCCCCCCCCC)S OctadecaneThiol